(4S,5S)-N-[(1S)-1-cyanoethyl]-4-cyclopropyl-7-ethyl-N-methyl-1-(oxan-4-yl)-6-oxo-5-[3-(trifluoromethyl)benzamido]-4H,5H-pyrazolo[3,4-b]pyridine-3-carboxamide C(#N)[C@H](C)N(C(=O)C1=NN(C=2N(C([C@H]([C@H](C21)C2CC2)NC(C2=CC(=CC=C2)C(F)(F)F)=O)=O)CC)C2CCOCC2)C